1,4-dioctoxy-1,4-dioxobutane-2-sulfonic acid C(CCCCCCC)OC(C(CC(=O)OCCCCCCCC)S(=O)(=O)O)=O